Tert-butyl (1R,4R,5S)-5-((5-cyclopropyl-3-(2,6-dichlorophenyl)isoxazol-4-yl) methoxy)-2-azabicyclo[2.2.1]heptane-2-carboxylate C1(CC1)C1=C(C(=NO1)C1=C(C=CC=C1Cl)Cl)CO[C@@H]1[C@H]2CN([C@@H](C1)C2)C(=O)OC(C)(C)C